C(CCCCCCCCCCCCCCCCC)(=O)O.C(CCCCCCCCCCCCCCCCC)(=O)O.OCC(O)CO.OCC(O)CO diglycerol distearate